monobutyl-phenyl-monooctyl-aniline C(CCC)N(C1=CC=C(C=C1)CCCCCCCC)C1=CC=CC=C1